C(C)C1CC=C(C1)CC(C=O)C (±)-3-(4-ethyl-1-cyclopenten-1-yl)-2-methylpropanal